sodium chlorate Cl(=O)(=O)[O-].[Na+]